5-((1s,3s)-3-(((4-isopropyl-4H-1,2,4-triazol-3-yl)oxy)methyl)cyclobutyl)-N-(1-(methylsulfonyl)piperidin-4-yl)pyrimidin-2-amine C(C)(C)N1C(=NN=C1)OCC1CC(C1)C=1C=NC(=NC1)NC1CCN(CC1)S(=O)(=O)C